methyl 5-bromo-6-(1-cyano-2-ethoxy-2-oxoethyl)nicotinate BrC=1C(=NC=C(C(=O)OC)C1)C(C(=O)OCC)C#N